12-(((S)-1-(2,2-difluoroethyl)pyrrolidin-2-yl)methoxy)-1-fluoro-5-methyl-5a,6,7,8,9,10-hexahydro-5H-4-oxa-3,10a,11,13,14-pentaaza-6,9-methanonaphtho[1,8-ab]heptalene-14-carboxylate FC(CN1[C@@H](CCC1)COC=1N=C2C3=C(OC(C4C5CCC(CN24)N5C(=O)[O-])C)N=CC(=C3N1)F)F